2-((1R,2S)-1-(2-cyanophenyl)-1-(1-methyl-1H-imidazol-4-yl)propan-2-yl)-5-hydroxy-N-(isoxazol-4-yl)-1-methyl-6-oxo-1,6-dihydropyrimidine-4-carboxamide C(#N)C1=C(C=CC=C1)[C@@H]([C@H](C)C=1N(C(C(=C(N1)C(=O)NC=1C=NOC1)O)=O)C)C=1N=CN(C1)C